6-(5-((3,3-dimethyl-5-(4-methyl-1-oxo-1,3-dihydroisobenzofuran-5-yl)piperazin-1-yl)methyl)isoxazol-3-yl)-4-methyl-nicotinonitrile CC1(CN(CC(N1)C=1C(=C2COC(C2=CC1)=O)C)CC1=CC(=NO1)C1=NC=C(C#N)C(=C1)C)C